1-[p-(Dimethylamino)phenyl]-1-ethanone CN(C1=CC=C(C=C1)C(C)=O)C